tert-butyl (4-(3-(1-(5,7-difluoro-3-methylbenzofuran-2-yl)-2,2,2-trifluoroethyl)ureido)phenyl)carbamate FC=1C=C(C2=C(C(=C(O2)C(C(F)(F)F)NC(NC2=CC=C(C=C2)NC(OC(C)(C)C)=O)=O)C)C1)F